1-([1,1'-biphenyl]-4-yl)-2-(naphthalene-2-yl)diazene C1(=CC=C(C=C1)N=NC1=CC2=CC=CC=C2C=C1)C1=CC=CC=C1